tert-butyl (E)-(3-fluoro-2-((4-(4-fluorophenyl)-5-oxo-4,5-dihydro-1H-1,2,4-triazol-1-yl)methyl)allyl)carbamate F/C=C(\CNC(OC(C)(C)C)=O)/CN1N=CN(C1=O)C1=CC=C(C=C1)F